C(=O)NCCCCC=1C=NC=CC1 3-(4-formylaminobutyl)pyridine